(Z)-1-acetyl-2-((6-(((1-(oxetan-3-yl)piperidine-4-yl)amino)methyl)quinolin-2-yl)methylene)indolin-3-one C(C)(=O)N1\C(\C(C2=CC=CC=C12)=O)=C/C1=NC2=CC=C(C=C2C=C1)CNC1CCN(CC1)C1COC1